2-(3-(4-chlorophenoxy)phenyl)-4,4,5,5-tetramethyl-1,3,2-dioxaborolan ClC1=CC=C(OC=2C=C(C=CC2)B2OC(C(O2)(C)C)(C)C)C=C1